benzoic acid hydrobromide Br.C(C1=CC=CC=C1)(=O)O